[4-benzyloxy-1-(4-fluorophenyl)indol-2-yl]-pyrrolidin-1-yl-methanone C(C1=CC=CC=C1)OC1=C2C=C(N(C2=CC=C1)C1=CC=C(C=C1)F)C(=O)N1CCCC1